4-(4-(((tert-butyldimethylsilyl)oxy)methyl)-5-(trifluoromethyl)thiazol-2-yl)tetrahydro-2H-pyran-4-ol [Si](C)(C)(C(C)(C)C)OCC=1N=C(SC1C(F)(F)F)C1(CCOCC1)O